C(C)(=O)N[C@@H](CC(=O)O)C(=O)O Nα-acetyl-L-aspartic acid